1,2,3,4-butanetetracarboxylic acid tetra(1,2,2,6,6-pentamethyl-4-piperidyl) ester CN1C(CC(CC1(C)C)OC(=O)CC(C(CC(=O)OC1CC(N(C(C1)(C)C)C)(C)C)C(=O)OC1CC(N(C(C1)(C)C)C)(C)C)C(=O)OC1CC(N(C(C1)(C)C)C)(C)C)(C)C